OC=1C=C(C=CC1)C1=CC=CC=C1O 3,6'-dihydroxybiphenyl